(5-(6-(4-(2-chloro-5-fluorophenoxy)piperidin-1-yl)pyridazin-3-yl)-1,3,4-thiadiazol-2-yl)methyl acetate C(C)(=O)OCC=1SC(=NN1)C=1N=NC(=CC1)N1CCC(CC1)OC1=C(C=CC(=C1)F)Cl